α-trideuteromethylstyrene [2H]C(C(=C)C1=CC=CC=C1)([2H])[2H]